N2,N2-dimethyl-1,2,3,4-tetrahydronaphthalene-2,7-diamine CN(C1CC2=CC(=CC=C2CC1)N)C